ClC1=CC=C(C=C1)CC1CN(CCC1)C(=O)C=1C=C(C=NC1OC)C1=CC(=C2C(=NC=NN21)N)C(F)(F)F 7-(5-{3-[(4-chlorophenyl)methyl]piperidine-1-carbonyl}-6-methoxypyridin-3-yl)-5-(trifluoromethyl)pyrrolo[2,1-f][1,2,4]triazin-4-amine